Carboxy Methyl Ether COC(=O)O